(6-((8''-methyl-1'',5''-dioxo-1'',5''-dihydro-2''H-dispiro[cyclopropane-1,1'-cyclohexane-4',3''-imidazo[1,5-a]pyridin]-6''-yl)amino)pyrimidin-4-yl)cyclopropane-1-carboxamide CC1=C2N(C(C(=C1)NC1=CC(=NC=N1)C1(CC1)C(=O)N)=O)C1(NC2=O)CCC2(CC1)CC2